N-(4-bromophenyl)-2-(1H-imidazol-1-yl)isonicotinamide BrC1=CC=C(C=C1)NC(C1=CC(=NC=C1)N1C=NC=C1)=O